CSCCCCCCC=C methyl-(oct-7-en-1-yl)sulfane